ethyl (6-(((1-(1-methyl-1H-tetrazol-5-yl)-1H-benzo[d]imidazol-2-yl)oxy)methyl)pyridin-2-yl)carbamate CN1N=NN=C1N1C(=NC2=C1C=CC=C2)OCC2=CC=CC(=N2)NC(OCC)=O